2-(2'-hydroxy-5'-methacrylamidophenyl)-5-chlorobenzotriazole OC1=C(C=C(C=C1)NC(C(=C)C)=O)N1N=C2C(=N1)C=CC(=C2)Cl